tert-Butyl-4-[[5-[[bis(tert-butoxycarbonyl)amino]methyl]-3-methyl-7-[4-(trifluoromethoxy) phenyl]benzimidazol-4-yl]methyl]pyrazole-1-carboxylate C(C)(C)(C)OC(=O)N1N=CC(=C1)CC1=C(C=C(C=2N=CN(C21)C)C2=CC=C(C=C2)OC(F)(F)F)CN(C(=O)OC(C)(C)C)C(=O)OC(C)(C)C